ethyl 2-((4-fluoro-2,6-dimethylphenyl)-amino)-4-(trifluoro-methyl)benzoate FC1=CC(=C(C(=C1)C)NC1=C(C(=O)OCC)C=CC(=C1)C(F)(F)F)C